ClC=1C=CC(=C(C1)NC(C(=O)N[C@H](C(=O)NC=1C=C2C=C(N(C2=CC1)C(=O)OC(C)(C)C)C(=O)OC(C)(C)C)CC1=CC=CC=C1)=O)CN(CC=C)CC=C di-tert-butyl (S)-5-(2-(2-((5-chloro-2-((diallylamino) methyl) phenyl) amino)-2-oxoacetylamino)-3-phenylpropionamido)-1H-indole-1,2-dicarboxylate